(2-((1-cyclopropyl-1H-pyrazol-4-yl)amino)-5-methylpyrimidin-4-yl)picolinic acid C1(CC1)N1N=CC(=C1)NC1=NC=C(C(=N1)C=1C(=NC=CC1)C(=O)O)C